1,3,5-benzenetricarboxylic acid, tris(2-methylcyclohexylamide) CC1C(CCCC1)NC(=O)C1=CC(=CC(=C1)C(=O)NC1C(CCCC1)C)C(=O)NC1C(CCCC1)C